N-(1-carbamoylcyclohexyl)-6-(4-fluorophenyl)-4-hydroxy-1-(2-morpholinoethyl)-2-oxo-1,2-dihydro-1,8-naphthyridine-3-carboxamide C(N)(=O)C1(CCCCC1)NC(=O)C=1C(N(C2=NC=C(C=C2C1O)C1=CC=C(C=C1)F)CCN1CCOCC1)=O